((R)-1-((R)-2-((tert-butoxycarbonyl)(phenethyl)amino)-4-morpholino-4-oxobutanamido)-4-phenylbutyl)boronic acid C(C)(C)(C)OC(=O)N([C@@H](C(=O)N[C@@H](CCCC1=CC=CC=C1)B(O)O)CC(=O)N1CCOCC1)CCC1=CC=CC=C1